1,2-dihydroxy-9,10-anthraquinone-3-sulfonic acid monosodium salt [Na+].OC1=C(C(=CC=2C(C3=CC=CC=C3C(C12)=O)=O)S(=O)(=O)[O-])O